CN(CCOC1=C(C=C(C(=C1)OC)NC1=NC=NC(=C1)N1OCC[C@@H]1C1=C(C(=CC=C1)C(F)(F)F)F)NC(C=C)=O)C (R)-N-(2-(2-(dimethylamino)ethoxy)-5-((6-(3-(2-fluoro-3-(trifluoromethyl)phenyl)isoxazolidine-2-yl)pyrimidin-4-yl)amino)-4-methoxyphenyl)acrylamide